C(C)(C)(C)OC(=O)NCC1=CC=C(C=C1)NC(=O)C1=CN=C(S1)C=1CCN(CC1)C(=O)OC(C)(C)C tert-butyl 4-(5-{[4-({[(tert-butoxy)carbonyl]amino} methyl)phenyl]carbamoyl}-1,3-thiazol-2-yl)-1,2,3,6-tetrahydropyridine-1-carboxylate